Methyl (2S)-4-amino-2-hydroxy-butanoate NCC[C@@H](C(=O)OC)O